ClC1=CC=C(C=C1)C1=C(N=C(N1)C1=CC=C(C=C1)OC1=C(C=CC=C1)F)C 5-(4-chlorophenyl)-2-(4-(2-fluorophenoxy)phenyl)-4-methyl-1H-imidazole